6-dimethylamino-1-isopropyl-1H-pyrazolo[3,4-b]pyridine-3-sulfonamide CN(C1=CC=C2C(=N1)N(N=C2S(=O)(=O)N)C(C)C)C